(R)-2-((6-(4-chlorophenyl)-2-(pyridin-3-yl)pyrimidin-4-yl)amino)-3-methylbutan-1-ol ClC1=CC=C(C=C1)C1=CC(=NC(=N1)C=1C=NC=CC1)N[C@@H](CO)C(C)C